1,3-biscyclohexyl-5-(5-phenylpyrazolidin-3-ylidene)barbituric acid C1(CCCCC1)N1C(=O)N(C(=O)C(C1=O)=C1NNC(C1)C1=CC=CC=C1)C1CCCCC1